Benzylnicotinat C(C1=CC=CC=C1)OC(C1=CN=CC=C1)=O